FC=1C=C(C=CC1)CNC(=O)O[C@H]1[C@H](N(C[C@@H]1O)CC(=O)O)CC1=CC=C(C=C1)C1=CN=CO1 [(2R,3S,4S)-3-({[(3-fluorophenyl)methyl]carbamoyl}oxy)-4-hydroxy-2-{[4-(1,3-oxazol-5-yl)phenyl]methyl}pyrrolidin-1-yl]acetic acid